(S)-phenyl glycidyl ether C([C@@H]1CO1)OC1=CC=CC=C1